({6-[(1,3-benzothiazol-2-yl)amino]-5-methylpyridazin-3-yl}(methyl)amino)-5-cyclobutyl-1,3-thiazole-4-carboxylic acid S1C(=NC2=C1C=CC=C2)NC2=C(C=C(N=N2)N(C)C=2SC(=C(N2)C(=O)O)C2CCC2)C